C(C)(C)(C)OC(NC1CCC(CC1)(C)O)=O (1r,4r)-4-hydroxy-4-methylcyclohexyl-carbamic acid tert-butyl ester